tert-Butyl (3-(2-(trifluoromethyl)pyridin-4-yl)cyclobutyl)carbamate FC(C1=NC=CC(=C1)C1CC(C1)NC(OC(C)(C)C)=O)(F)F